5-(4-chlorophenyl)-2-(2-methoxyphenyl)-4-methyl-1H-imidazole ClC1=CC=C(C=C1)C1=C(N=C(N1)C1=C(C=CC=C1)OC)C